N[C@H](C(=O)N1[C@@H](C[C@H](C1)O)C(=O)OC(C)(C)C)C(C)(C)C tert-butyl (2S,4R)-1-((S)-2-amino-3,3-dimethylbutanoyl)-4-hydroxypyrrolidine-2-carboxylate